NC1=NC(=CC(=N1)N1CCC2(C[C@H](NC2)C(=O)OCC)CC1)O[C@@H](C(F)(F)F)C1=C(C=C(C=C1)Cl)C1=CC(=CC(=C1)OC(C)C)F (S)-ethyl 8-(2-amino-6-((R)-1-(5-chloro-3'-fluoro-5'-isopropoxy-[1,1'-biphenyl]-2-yl)-2,2,2-trifluoroethoxy)pyrimidin-4-yl)-2,8-diazaspiro[4.5]decane-3-carboxylate